2-methyl-N-(1-(2-(1-methyl-1H-pyrazol-4-yl)quinolin-4-yl)cyclopropyl)-4-((oxazol-4-ylmethoxy)methyl)benzamide CC1=C(C(=O)NC2(CC2)C2=CC(=NC3=CC=CC=C23)C=2C=NN(C2)C)C=CC(=C1)COCC=1N=COC1